ClC=1C=C(C(=O)OC)C=C(C1OCCCl)I Methyl 3-chloro-4-(2-chloroethoxy)-5-iodobenzoate